ClC1=NC(=C2N=CN(C2=N1)CCC)Cl 2,6-dichloro-9-n-propyl-9H-purine